FC1=NN=C2N1C1=CC=CC=C1C(=N2)N(C2=CC=CC=C2)C fluoro-N-methyl-N-phenyl-[1,2,4]triazolo[4,3-a]quinazolin-5-amine